2-((3,5-dicyano-4-ethyl-6-(4-methyl-1,4-diazepan-1-yl)pyridin-2-yl)sulfanyl)-2-(6-fluoropyridin-2-yl)acetamide C(#N)C=1C(=NC(=C(C1CC)C#N)N1CCN(CCC1)C)SC(C(=O)N)C1=NC(=CC=C1)F